C1(CCCCC1)CCCCNC(=O)C=1N=C(OC1)C1C(C2CCC1O2)CC=CCCC(=O)NS(=O)(=O)C2=CC=CC=C2 6-[3-[4-[[(4-cyclohexyl-butyl)amino]carbonyl]-2-oxazolyl]-7-oxabicyclo[2.2.1]hept-2-yl]-N-(benzenesulfonyl)-4-hexenamide